N-(2,6-dioxo-1,3-di-p-tolyl-1,2,3,6-tetrahydropyrimidin-4-yl)-N-(3-morpholinopropyl)-2-(2,4,5-trifluorophenyl)acetamide O=C1N(C(C=C(N1C1=CC=C(C=C1)C)N(C(CC1=C(C=C(C(=C1)F)F)F)=O)CCCN1CCOCC1)=O)C1=CC=C(C=C1)C